FC1(CCN(CCC1)C1=NC2=CC=CC=C2C(=C1C(=O)O)C)F 2-(4,4-difluoroazepan-1-yl)-4-methylquinoline-3-carboxylic acid